C(#N)CC(=O)OC1CC(CC1)NC1=C2C(=NC=C1C(=O)OCC)NC=C2 ethyl 4-((3-(2-cyanoacetoxy) cyclopentyl) amino)-1H-pyrrolo[2,3-b]pyridine-5-carboxylate